N-methoxy-N-methyl-1-(1-(5-methylthiophen-3-yl)-4-(5-nitrothiophene-2-carboxamido)-1H-pyrazolo[3,4-d]pyrimidin-6-yl)-1H-pyrrole-3-carboxamide CON(C(=O)C1=CN(C=C1)C1=NC(=C2C(=N1)N(N=C2)C2=CSC(=C2)C)NC(=O)C=2SC(=CC2)[N+](=O)[O-])C